C1(CC1)[C@H](C(C)(C)O)N1C(C2=C(C=CC=C2C1)CO)=O |o1:3| (R or S)-2-(1-Cyclopropyl-2-hydroxy-2-methylpropyl)-7-(hydroxymethyl)isoindolin-1-one